CC=1C(=NC=C(C1)N1CC=2N(CC1)C(=NN2)C(F)(F)F)CN (3-Methyl-5-(3-(trifluoromethyl)-5,6-dihydro-[1,2,4]triazolo[4,3-a]pyrazin-7(8H)-yl)pyridin-2-yl)methanamine